CN1CCC2(CC1)COC=1C2=CC2=C(CCCCN2C(=O)C2=CC=C(C=C2)C2=C(C=C(C=C2)C2=NOC(=N2)C)C)C1 6,7,8,9-Tetrahydro-1'-methyl-5-[[2'-methyl-4'-(5-methyl-1,2,4-oxadiazol-3-yl)[1,1'-biphenyl]-4-yl]carbonyl]-spiro[2H-furo[2,3-h][1]benzazepine-3(5H),4'-piperidine]